tert-butyl N-(3-ethynylcyclobutyl)carbamate C(#C)C1CC(C1)NC(OC(C)(C)C)=O